C(C)OC(CC(C)OC(CCC(=O)O)=O)=O succinic acid mono-(4-ethoxy-4-oxo-butan-2-yl)ester